Cl.C(C)OC(C(=N)N)=O 2-amino-2-iminoacetic acid ethyl ester hydrochloride